tetramethyl-tetra-phenyl-cyclotetrasiloxane C[Si]1(O[Si](O[Si](O[Si](O1)(C1=CC=CC=C1)C)(C1=CC=CC=C1)C)(C1=CC=CC=C1)C)C1=CC=CC=C1